5-hydroxy-1,3,7-octatriene OC(C=CC=C)CC=C